ClC=1C2=CN(N=C2C=CC1C1=NNC2=NC(=C(N=C21)C)N2CCC1([C@@H](COC1)N)CC2)C (4S)-8-[3-(4-chloro-2-methyl-2H-indazol-5-yl)-5-methyl-1H-pyrazolo[3,4-b]pyrazin-6-yl]-2-oxa-8-azaspiro[4.5]decan-4-amine